(S)-6-(1-ethyl-1H-pyrazol-4-yl)-N-(5-(3-methyl-4-(oxetan-3-yl)piperazin-1-yl)-2-(trifluoromethyl)pyridin-3-yl)picolinamide C(C)N1N=CC(=C1)C1=CC=CC(=N1)C(=O)NC=1C(=NC=C(C1)N1C[C@@H](N(CC1)C1COC1)C)C(F)(F)F